4-{2-[(5-fluoropyridin-2-yl)amino]-2-oxoethyl}-6-[(2S)-1-methoxyprop-2-yl]-5,8-dioxo-N-(pyridazin-3-yl)-5,6,7,8-tetrahydro-4H-pyrazolo[1,5-a]pyrrolo[3,4-d]pyrimidine-2-carboxamide FC=1C=CC(=NC1)NC(CN1C=2N(C(C3=C1C(N(C3)[C@H](COC)C)=O)=O)N=C(C2)C(=O)NC=2N=NC=CC2)=O